[4-(4-butylcyclohexanecarbonyl)oxy-2-[(E)-[(5-fluoro-1,3-benzothiazol-2-yl)-hexylhydrazono]methyl]phenyl]4-(6-prop-2-enoyloxyhexoxy)benzoate C(CCC)C1CCC(CC1)C(=O)OC1=CC(=C(C=C1)OC(C1=CC=C(C=C1)OCCCCCCOC(C=C)=O)=O)/C=N/N(CCCCCC)C=1SC2=C(N1)C=C(C=C2)F